6-Chloro-5-methylnicotinaldehyde ClC1=NC=C(C=O)C=C1C